N-[(2-pyridyl)methyl]methyleneamine N1=C(C=CC=C1)CN=C